N[C@H]1[C@@H]2N(C[C@H]1CC2)C=2N(C(C1=C(N2)NN=C1C1=C(C2=C(N(N=C2C=C1)C)Cl)Cl)=O)C 6-((1R,4R,7R)-7-amino-2-azabicyclo[2.2.1]heptan-2-yl)-3-(3,4-dichloro-2-methyl-2H-indazol-5-yl)-5-methyl-1,5-dihydro-4H-pyrazolo[3,4-d]pyrimidin-4-one